N-(2,2-dimethyl-6-(1-methyl-1H-imidazol-2-yl)-2,3-dihydrobenzofuran-5-yl)pyrazolo[1,5-a]pyrimidine-3-carboxamide CC1(OC2=C(C1)C=C(C(=C2)C=2N(C=CN2)C)NC(=O)C=2C=NN1C2N=CC=C1)C